N[C@@H]1CN(CCC1)C1=CC(=NC=C1C=1C=NN(C1)C1CCOCC1)NC1=NC(=NC=C1)C=1C(=NC=CC1)O (S)-3-(4-((4-(3-aminopiperidin-1-yl)-5-(1-(tetrahydro-2H-pyran-4-yl)-1H-pyrazol-4-yl)pyridin-2-yl)amino)pyrimidin-2-yl)pyridin-2-ol